2-O-methyl (2S)-aziridine-1,2-dicarboxylate N1([C@@H](C1)C(=O)OC)C(=O)[O-]